C1(CC1)CCC1C=CN2C=CC=C12 2-cyclopropylethyl-1H-pyrrolizine